C(O[C@@H]1[C@@H](CNCC1)O)(OC(C)(C)C)=O ((3R,4S)-3-hydroxypiperidin-4-yl) tert-butyl carbonate